(2,6-dimethylmorpholino)(3'-fluoro-4'-methyl-[1,1'-biphenyl]-3-yl)methanone CC1OC(CN(C1)C(=O)C=1C=C(C=CC1)C1=CC(=C(C=C1)C)F)C